tert-butyl 3-[3-carbamoyl-2-(4-phenoxyphenyl)-2H-pyrazolo[4,3-b]pyridin-7-yl]-3,6-diazabicyclo[3.1.1]heptane-6-carboxylate C(N)(=O)C=1N(N=C2C1N=CC=C2N2CC1N(C(C2)C1)C(=O)OC(C)(C)C)C1=CC=C(C=C1)OC1=CC=CC=C1